CNC(=O)C1=CC=C(C=N1)N1CCN(C2CC12)C(=O)OC(C)(C)C tert-butyl 5-(6-(methylcarbamoyl) pyridin-3-yl)-2,5-diazabicyclo[4.1.0]heptane-2-carboxylate